(R)-1-(2-fluoro-4-(6-(2-(4-(3-(2,2,2-trifluoroethoxy)cyclobutoxy)pyridin-2-yl)acetamido)pyridazin-3-yl)butyl)-N-methyl-1H-1,2,3-triazole-4-carboxamide F[C@@H](CN1N=NC(=C1)C(=O)NC)CCC=1N=NC(=CC1)NC(CC1=NC=CC(=C1)OC1CC(C1)OCC(F)(F)F)=O